(4-methylpiperazin-1-yl)(5-(5-(pyridin-3-yl)-1H-pyrrolo[2,3-b]pyridin-3-yl)pyrazolo[1,5-a]pyridin-3-yl)methanone CN1CCN(CC1)C(=O)C=1C=NN2C1C=C(C=C2)C2=CNC1=NC=C(C=C12)C=1C=NC=CC1